ClC1=CC=C(C=C1)C=1N=NN(C1)C1=CC(=CC=C1)[C@H](C)SC1=NN=CN1C (S)-4-(4-chlorophenyl)-1-(3-(1-(4-methyl-4H-1,2,4-triazol-3-ylsulfanyl)ethyl)phenyl)-1H-1,2,3-triazole